The molecule is a member of the class of furans that in which the furan ring is substituted by a (2-amino-4-oxo-1,3-thiazol-5(4H)-ylidene)methyl group at position 2 and a 4,5-dimethyl-2-nitrophenyl group at position 5, and i which the amino substituent of the thiazolone has been substituted by a 3-carboxy-4-chlorophenyl group. It is a direct activator of the alpha-subunit of AMP-activated protein kinase (5' adenosine monophosphate-activated protein kinase, AMPK). It has a role as a protein kinase agonist. It is a member of 1,3-thiazoles, a biaryl, a member of furans, a C-nitro compound, an aminobenzoic acid and a member of monochlorobenzenes. CC1=CC(=C(C=C1C)[N+](=O)[O-])C2=CC=C(O2)/C=C/3\\C(=O)NC(=NC4=CC(=C(C=C4)Cl)C(=O)O)S3